tert-butyl (4-(8-bromo-5-methylquinolin-2-yl)but-3-yn-1-yl)carbamate BrC=1C=CC(=C2C=CC(=NC12)C#CCCNC(OC(C)(C)C)=O)C